N[C@@H](C)C(=O)N[C@@H](CCC(=O)[O-])C(=O)OC([C@@H](N)C)=O 1-L-Alanyl (Alanyl)-L-glutamate